COC1=C(C=CC=C1)N1CC=2C=C(N=CC2CC1)CNC(OCCCC)=O Butyl ((6-(2-methoxyphenyl)-5,6,7,8-tetrahydro-2,6-naphthyridin-3-yl)methyl)carbamate